4'-((2R,6S)-4-acryloyl-6-methyl-1-(methylsulfonyl)piperazin-2-yl)-6'-chloro-N-methyl-[2,2'-bipyridine]-4-carboxamide C(C=C)(=O)N1C[C@H](N([C@H](C1)C)S(=O)(=O)C)C1=CC(=NC(=C1)Cl)C1=NC=CC(=C1)C(=O)NC